FC1=C(C(=O)N(C)CC2=CC=C(C=C2)NC(OCC2=CC=C(C=C2)Cl)=O)C(=CN=C1)F 4-chlorobenzyl (4-((3,5-difluoro-N-methylisonicotinamido)meth-yl)phenyl)carbamate